[N+](=O)([O-])C(CC)C(C)ON([C@@H](CC1=CC=C(C=C1)O)C(=O)O)C(C1=CC=CC=C1)=O N-(3-nitro-4-pentyloxy)benzoyl-L-tyrosine